Phosphinic acid, diethyl-aluminium salt C(C)[Al+]CC.[PH2]([O-])=O